BrC=1C=NN(C1)COCC[Si](C)(C)C 2-[(4-bromopyrazol-1-yl)methoxy]ethyl-trimethyl-silane